2-propyl-hydroquinone C(CC)C1=C(O)C=CC(=C1)O